ClC1=C(C(=O)O)C=CC(=C1SC1CCC1)S(=O)(=O)C 2-chloro-3-(cyclobutylthio)-4-(methylsulfonyl)benzoic acid